NC1=C(C=CCN1C)Br 6-amino-5-bromo-N-methylpyridine